N-(4-methyl-3-((pyrimidin-5-ylamino)methyl)phenyl)-3-((4-methylpiperazin-1-yl)methyl)-5-(trifluoromethyl)benzamide CC1=C(C=C(C=C1)NC(C1=CC(=CC(=C1)C(F)(F)F)CN1CCN(CC1)C)=O)CNC=1C=NC=NC1